3-[3-[4-[1-(6-bromo-3-pyridinyl)-4-piperidinyl]-1-piperidinyl]phenyl]-1-[(4-methoxyphenyl)methyl]piperidine-2,6-dione BrC1=CC=C(C=N1)N1CCC(CC1)C1CCN(CC1)C=1C=C(C=CC1)C1C(N(C(CC1)=O)CC1=CC=C(C=C1)OC)=O